ClC=1C=C2CCC[C@]3(C2=CC1)CN(C1=C(OC3)C=CC(=C1)C(=O)OC)C[C@H]1[C@@H](CC1)[C@H](CC=C)O (S)-METHYL 6'-CHLORO-5-(((1R,2R)-2-((S)-1-HYDROXYBUT-3-EN-1-YL)CYCLOBUTYL)METHYL)-3',4,4',5-TETRAHYDRO-2H,2'H-SPIRO[BENZO[B][1,4]OXAZEPINE-3,1'-NAPHTHALENE]-7-CARBOXYLATE